C12(CC(C1)C2)NC2=NC(=NC=C2C(=O)N)NC2CCC(CC2)OC2CC2 4-(bicyclo[1.1.1]pentan-1-ylamino)-2-((1r,4r)-4-cyclopropoxycyclohexylamino)pyrimidine-5-carboxamide